[Sc].[Al].[Na] sodium aluminum scandium